3-Chloro-4-((3,5-difluoropyridin-2-yl)methoxy-d2)-2'-(4-(2-hydroxypropan-2-yl)thiazol-2-yl)-5',6-dimethyl-2H-[1,4'-bipyridin]-2-one ClC=1C(N(C(=CC1OC([2H])([2H])C1=NC=C(C=C1F)F)C)C1=CC(=NC=C1C)C=1SC=C(N1)C(C)(C)O)=O